3-bromo-4-chloro-3-cyclopropyl-1H-pyrrolo[2,3-b]pyridine BrC1(CNC2=NC=CC(=C21)Cl)C2CC2